L-tertiary leucinamide hydrochloride Cl.N[C@@H](C(C)(C)C)C(=O)N